N=1ON=C2C1C=CC=C2NS(=O)(=O)C2=CNC1=C2C=CC=2C=CC=NC12 N-(2,1,3-Benzooxadiazol-4-yl)-1H-pyrrolo[3,2-H]quinoline-3-sulfonamide